(2S,4R)-N-(2-(3-chloropropoxy)-4-(4-methylthiazol-5-yl)benzyl)-1-((S)-2-(cyclopropanecarboxamido)-3,3-dimethylbutanoyl)-4-hydroxypyrrolidine-2-carboxamide ClCCCOC1=C(CNC(=O)[C@H]2N(C[C@@H](C2)O)C([C@H](C(C)(C)C)NC(=O)C2CC2)=O)C=CC(=C1)C1=C(N=CS1)C